2-((1-(4-chlorobenzyl)piperidin-4-yl)methyl)-6-(2,4-dimethylthiazol-5-yl)pyridazin-3(2H)-one ClC1=CC=C(CN2CCC(CC2)CN2N=C(C=CC2=O)C2=C(N=C(S2)C)C)C=C1